2-((R)-1-(1-(3-isopropyl-1,2,4-oxadiazol-5-yl)piperidin-4-yl)ethoxy)-5-(2-methyl-4-(methylsulfonyl)phenyl)thiazolo[5,4-b]pyridin C(C)(C)C1=NOC(=N1)N1CCC(CC1)[C@@H](C)OC=1SC2=NC(=CC=C2N1)C1=C(C=C(C=C1)S(=O)(=O)C)C